OCCN1CCCC2=C1C=NN(C2)COCC[Si](C)(C)C 1-(2-hydroxyethyl)-6-((2-(Trimethylsilyl)ethoxy)methyl)-2,3,4,6-tetrahydropyrido[2,3-d]pyridazine